[NH+]1=C2N(CC=C1)C=CC=N2 pyrimido[1,2-a]pyrimidin-1-ium